C1(CC1)C1=NC=CC(=C1)C1=NC=2[C@]3([C@H](CCC2C(=N1)C1=C(C=CC=C1)F)[C@@](C(C(=C3)C#N)=O)(C)CCCO)C (6aS,7R,10aR)-2-(2-cyclopropylpyridin-4-yl)-4-(2-fluorophenyl)-7-(3-hydroxypropyl)-7,10a-dimethyl-8-oxo-5,6,6a,7,8,10a-hexahydrobenzo[h]quinazoline-9-carbonitrile